C12CCCCCC(CCCC1)C2 Bicyclo[5.4.1]dodecane